OC1=CC=C(C=C1)CC(=O)OCCCN1CCN(CC1)CCCOC(CC1=CC=C(C=C1)O)=O 3-[4-[3-[2-(4-Hydroxyphenyl)acetyl]oxypropyl]piperazin-1-yl]propyl 2-(4-hydroxyphenyl)acetate